7-chloro-5-isopropyl-3-methyl-2,3-dihydrobenzofuran-4-ol ClC=1C=C(C(=C2C(COC21)C)O)C(C)C